C(C)(C)(C)OC=1C2=C(N=C(N1)SC)SC1=C2C=CN=C1C1=C2C=NN(C2=CC(=C1C(F)F)C)C1OCCCC1 4-(tert-butoxy)-8-(5-(difluoromethyl)-6-methyl-1-(tetrahydro-2H-pyran-2-yl)-1H-indazol-4-yl)-2-(methylthio)pyrido[4',3':4,5]thieno[2,3-d]pyrimidine